N1=C(N=CC=C1)S(=O)(=O)CC1=C(CNC(CCC)P(OC2=CC=CC=C2)(OC2=CC=CC=C2)=O)C=CC=C1 diphenyl (1-((2-((pyrimidin-2-ylsulfonyl)methyl)benzyl)amino)butyl)phosphonate